C1(=CC=CC=C1)C(C)(C)N1C(CN(CC1C=C)C(=O)OC(C)(C)C)C=C Tert-Butyl 4-(2-phenylpropan-2-yl)-3,5-divinylpiperazine-1-carboxylate